C(C)(C)(C)OC(=O)N1CC([C@H](CC1)N1CCN(CC1)C1=CC=CC=2N(C(N(C21)C)=O)C2C(N(C(CC2)=O)CC2=CC=C(C=C2)OC)=O)(F)F (4S)-3,3-difluoro-4-[4-[1-[1-[(4-methoxyphenyl)methyl]-2,6-dioxo-3-piperidinyl]-3-methyl-2-oxo-benzoimidazol-4-yl]piperazin-1-yl]piperidine-1-carboxylic acid tert-butyl ester